N1=C(C=CC=C1)C1=C(C=CC(=C1)NC1(CCCCC1)C(=O)O)NC1(CCCCC1)C(=O)O ((2-(pyridin-2-yl)-1,4-phenylene)bis(azanediyl))bis(cyclohexan-1-carboxylic acid)